2-hydroxy-4-n-octadecyloxybenzophenone OC1=C(C(=O)C2=CC=CC=C2)C=CC(=C1)OCCCCCCCCCCCCCCCCCC